Cl.Cl.C1COCCC12CCN(CC2)CCCNC2=C1C(=NC(=C2)C2=CC=C(C(=O)N(CC)CC)C=C2)C=CS1 4-(7-((3-(3-oxa-9-azaspiro[5.5]undecan-9-yl)propyl)amino)thieno[3,2-b]pyridin-5-yl)-N,N-diethylbenzamide dihydrochloride